[Mg].[Ta].[Nb].[Pb] lead niobium tantalum magnesium